3-amino-8-bromo-N-phenethylimidazo[1,2-a]pyridine-2-carboxamide NC1=C(N=C2N1C=CC=C2Br)C(=O)NCCC2=CC=CC=C2